COC=1C=C(C=CC1OC)CC(=NO)C1=CC(=C(C(=C1)OC)OC)OC 2-(3,4-Dimethoxyphenyl)-1-(3,4,5-trimethoxyphenyl)ethan-1-one oxime